BrC=1C(=NC(=NC1)Cl)NC1=CC2=C(CCO2)C=C1N(S(=O)(=O)C)C N-(6-((5-bromo-2-chloropyrimidin-4-yl)amino)-2,3-dihydrobenzofuran-5-yl)-N-methylmethanesulfonamide